(S)-4-(4-propenoyl-2-methylpiperazin-1-yl)-6-chloro-7-(2-chlorophenyl)-1-(2-isopropyl-4-(methylsulfanyl)pyridin-3-yl)pyrido[2,3-d]pyrimidin-2(1H)-one C(C=C)(=O)N1C[C@@H](N(CC1)C=1C2=C(N(C(N1)=O)C=1C(=NC=CC1SC)C(C)C)N=C(C(=C2)Cl)C2=C(C=CC=C2)Cl)C